S1C2=C(C=C1)C(=CC=C2)N2CC=1C(=C(N=C(C1CC2)N2CCN(CC2)C(=O)OC(C)(C)C)N2CCN(CC2)C(=O)OC(C)(C)C)C#N Di-tert-butyl 4,4'-(6-(benzo[b]thiophen-4-yl)-4-cyano-5,6,7,8-tetrahydro-2,6-naphthyridine-1,3-diyl)bis(piperazine-1-carboxylate)